CN(C(C(CC)C)C)C N-methyl-N-methyl-N-(1,2-dimethylbutyl)amine